1-methyl-N-(5-(cis-3-(6-(trifluoromethyl)pyridin-3-yl)cyclobutoxy)-1H-indol-3-yl)-1H-1,2,3-triazole-4-carboxamide CN1N=NC(=C1)C(=O)NC1=CNC2=CC=C(C=C12)O[C@@H]1C[C@@H](C1)C=1C=NC(=CC1)C(F)(F)F